FC=1NC(=CC1S(=O)(=O)N)C1=CC=CC=C1 2-fluoro-5-phenyl-1H-pyrrole-3-sulfonamide